NCCC[C@@H](C=1OC(=CN1)C1=CC=CC=C1)NC(C1=CC(=CC=C1)Br)=O N-[(1S)-4-Amino-1-(5-phenyl-1,3-oxazol-2-yl)butyl]-3-bromobenzamide